N2-(5-amino-4-(9-(dimethylamino)-3-azaspiro[5.5]undec-3-yl)-2-methoxyphenyl)-5-chloro-N4-(2-(dimethylphosphino)phenyl)pyrimidine-2,4-diamine NC=1C(=CC(=C(C1)NC1=NC=C(C(=N1)NC1=C(C=CC=C1)P(C)C)Cl)OC)N1CCC2(CC1)CCC(CC2)N(C)C